aspartic acid ethyl-methacrylate C(C)C=C(C(=O)O)C.N[C@@H](CC(=O)O)C(=O)O